CC1(COC1)NC=O N-(3-Methyloxetan-3-yl)carboxamide